5-cyclopropyl-N-(3-methyl-5-(1-methyl-1H-1,2,4-triazol-3-yl)phenyl)pyrazolo[1,5-a]pyrimidine-3-carboxamide C1(CC1)C1=NC=2N(C=C1)N=CC2C(=O)NC2=CC(=CC(=C2)C2=NN(C=N2)C)C